FC1=C(C(=CC=C1)F)C1=CC(=CC2=C1C(=NO2)N2C(N1[C@H](C2)C([C@@H](C1)NS(=O)(=O)C)(F)F)=O)F N-{(6R,7aR)-2-[4-(2,6-difluorophenyl)-6-fluoro-1,2-benzoxazol-3-yl]-7,7-difluoro-3-oxohexahydro-1H-pyrrolo[1,2-c]imidazol-6-yl}methanesulfonamide